C(C)(C)(C)C1=CC=2C(C3=CC=CC=C3C2C=C1)(C1=CC=C(C=C1)NC)C1=CC=C(C=C1)NC 2-tert-butyl-9,9-bis(4-methylaminophenyl)fluorene